C(CCCC)C=1N=NC=CC1 pentylpyridazine